BrC=1C=C2CN(C(C2=CC1)=O)C1C(NC(CC1)=O)=O 3-(5-bromo-1-oxoisoindolin-2-yl)piperidin-2,6-dione